[2-[6-[4-(2-tert-Butoxycarbonyl-2,6-diazaspiro[3.3]heptan-6-yl)phenyl]-4-chloro-1-oxo-isoindolin-2-yl]-2-(6,7-dihydro-5H-pyrrolo[1,2-c]imidazol-1-yl)acetyl]oxylithium C(C)(C)(C)OC(=O)N1CC2(C1)CN(C2)C2=CC=C(C=C2)C2=CC(=C1CN(C(C1=C2)=O)C(C(=O)O[Li])C2=C1N(C=N2)CCC1)Cl